12-bromo-8-oxa-3,5,10-triazatricyclo[7.4.0.02,7]Tridec-1(9),2(7),10,12-tetraene-4,6-dione BrC=1C=NC=2OC=3C(NC(NC3C2C1)=O)=O